FC(OC1=C(C=CC(=C1)C(F)(F)F)C=1C=2N(C(=NN1)NC[C@H](C)O)C=CC2)F (2S)-1-({1-[2-(difluoromethoxy)-4-(trifluoromethyl)phenyl]pyrrolo[1,2-d][1,2,4]triazin-4-yl}amino)propan-2-ol